NC1CCN(CC1)C1=C(C=NC2=CC=C(C=C12)C=1C(=C(C#N)C=CC1)O)C1=CC(=CC(=C1)F)CN1CC(C1)(F)F 3-[4-(4-Aminopiperidin-1-yl)-3-{3-[(3,3-difluoroazetidin-1-yl)methyl]-5-fluorophenyl}quinolin-6-yl]-2-hydroxybenzonitrile